C(C)(=O)Cl ACETYLCHLORID